3-(4-Bromo-3-methyl-2-oxo-2,3-dihydro-1H-benzo[d]imidazol-1-yl)-1-(4-methoxy-benzyl)piperidine-2,6-dione BrC1=CC=CC=2N(C(N(C21)C)=O)C2C(N(C(CC2)=O)CC2=CC=C(C=C2)OC)=O